tributyl-methyl-ammonium bifluoride sulfimide salt [SH2]=N.F[H-]F.C(CCC)[N+](C)(CCCC)CCCC